FC1=C(C(=CC(=C1)CC1=CC=CC=C1)F)O 2,6-difluoro-4-(phenylmethyl)phenol